3-bromo-1H-Pyrazole-5-carboxylic acid methyl ester COC(=O)C1=CC(=NN1)Br